3-[(3R)-piperidin-3-ylmethyl]-1H-indazole-7-carbonitrile N1C[C@H](CCC1)CC1=NNC2=C(C=CC=C12)C#N